5-(4-(2-bromoacetyl)piperazin-1-yl)-2-(2,6-dioxopiperidin-3-yl)isoindoline-1,3-dione BrCC(=O)N1CCN(CC1)C=1C=C2C(N(C(C2=CC1)=O)C1C(NC(CC1)=O)=O)=O